5-fluoro-1-(trideuteriomethyl)-4-[6-[2-[3-(trifluoromethyl)pyrrolidin-3-yl]ethynyl]-3,5-dihydro-2H-4,1-benzoxazepin-1-yl]quinazolin-2-one FC1=C2C(=NC(N(C2=CC=C1)C([2H])([2H])[2H])=O)N1CCOCC2=C1C=CC=C2C#CC2(CNCC2)C(F)(F)F